N-(4-{4-amino-7-[1-(methylsulfonyl)piperidin-4-yl]pyrrolo[2,1-f][1,2,4]triazin-5-yl}-3-fluorophenyl)-2-oxo-1-phenyl-1,2-dihydropyridine-3-carboxamide NC1=NC=NN2C1=C(C=C2C2CCN(CC2)S(=O)(=O)C)C2=C(C=C(C=C2)NC(=O)C=2C(N(C=CC2)C2=CC=CC=C2)=O)F